C(C1=CC=CC=C1)N1C[C@]([C@@H](C1)C(=O)OC)(C(=O)OC)C dimethyl trans-1-benzyl-3-methylpyrrolidine-3,4-dicarboxylate